Rel-(3R,4R)-N-(3-(4-methylpiperazin-1-yl)phenyl)-1-oxo-2-(pyridin-4-ylmethyl)-3-(4-(trifluoromethyl)phenyl)-1,2,3,4-tetrahydroisoquinoline-4-carboxamide CN1CCN(CC1)C=1C=C(C=CC1)NC(=O)[C@H]1[C@@H](N(C(C2=CC=CC=C12)=O)CC1=CC=NC=C1)C1=CC=C(C=C1)C(F)(F)F |o1:16,17|